N-vinyl-propanamide Methyl-(4E)-5-[(cyclopropylmethyl)carbamoyl]pent-4-enoate COC(CC\C=C\C(NCC1CC1)=O)=O.C(=C)NC(CC)=O